3-hydroxy-5-methylbenzoate OC=1C=C(C(=O)[O-])C=C(C1)C